2-fluoro-(4-(4,4,5,5-tetramethyl-1,3,2-dioxaborolan-2-yl)phenoxy)methylpyridine FC1=NC=CC=C1COC1=CC=C(C=C1)B1OC(C(O1)(C)C)(C)C